3-(4-ethynylphenyl)-3,4-dihydro-2H-1,3-benzoxazine C(#C)C1=CC=C(C=C1)N1COC2=C(C1)C=CC=C2